ClC1=CC=C2C(=CN(C2=C1Cl)C=1N=NN(C1)CCO)C=1C=NNC1 2-[4-[6,7-Dichloro-3-(1H-pyrazol-4-yl)indol-1-yl]triazol-1-yl]ethanol